methyl 2-(4-(1-(tert-butoxycarbonyl)pyrrolidin-3-yl)-2-fluorophenyl)-6-methoxybenzo[d]imidazo[2,1-b]thiazole-7-carboxylate C(C)(C)(C)OC(=O)N1CC(CC1)C1=CC(=C(C=C1)C=1N=C2SC3=C(N2C1)C=C(C(=C3)C(=O)OC)OC)F